FC(C(=O)NCC1=CC=C(CNC=2N=CC(=NC2)C(=O)O)C=C1)(F)F 5-((4-((2,2,2-trifluoroacetamido)methyl)benzyl)amino)pyrazine-2-carboxylic acid